O[C@@H]1C[C@@H](CC[C@H]1C)NC1=NC=NC=C1C(=O)N 4-((1R,3R,4R)-3-hydroxy-4-methylcyclohexylamino)pyrimidine-5-carboxamide